2,3-dimethyl-1-cyclohexyl methacrylate C(C(=C)C)(=O)OC1C(C(CCC1)C)C